10-(1-((6-chloro-2'-methoxy-[2,4'-bipyridin]-3-yl)amino)ethyl)-8-methyl-4,5-dihydro-3H,6H-2,2a,5a-triazaaceanthrylen-6-one ClC1=CC=C(C(=N1)C1=CC(=NC=C1)OC)NC(C)C=1C=C(C=C2C(N3CCCN4N=CC(C12)=C43)=O)C